N-((4,4-difluorocyclohexyl)(5-(oxetan-3-yl(2-oxo-4-(trifluoromethyl)imidazolidin-1-yl)methyl)benzo[d]oxazol-2-yl)methyl)-1-methyl-1H-pyrazole-5-carboxamide FC1(CCC(CC1)C(NC(=O)C1=CC=NN1C)C=1OC2=C(N1)C=C(C=C2)C(N2C(NC(C2)C(F)(F)F)=O)C2COC2)F